(Z)-2-(5-fluoro-1-(4-isopropylbenzylidene)-2-methyl-1H-inden-3-yl)-N-methylacetamide FC=1C=C2C(=C(/C(/C2=CC1)=C/C1=CC=C(C=C1)C(C)C)C)CC(=O)NC